5-[3-(benzyloxy)-2-formyl-5-methoxyphenoxymethyl]-2-methylpyrazole-3-carboxylic acid C(C1=CC=CC=C1)OC=1C(=C(OCC=2C=C(N(N2)C)C(=O)O)C=C(C1)OC)C=O